CC(=O)OCC(CO)OC(=O)C glyceryl diacetate